2-nitro-4-sulfophenyl 6-maleimidohexanoate sodium salt [Na+].C1(C=CC(N1CCCCCC(=O)OC1=C(C=C(C=C1)S(=O)(=O)[O-])[N+](=O)[O-])=O)=O